[Na+].C1=CC=CC2=CC3=CC=CC=C3C(=C12)P([O-])=O anthracen-9-ylphosphinic acid sodium salt